ClC=1C=C(C=NC1N1N=CC=N1)NC(=O)[C@@H]1C[C@@](C2=C1C=NC=1N2N=C(C1)F)(C(F)(F)F)C (cis)-N-(5-chloro-6-(2H-1,2,3-triazol-2-yl)pyridin-3-yl)-2-fluoro-8-methyl-8-(trifluoromethyl)-7,8-dihydro-6H-cyclopenta[e]pyrazolo[1,5-a]pyrimidine-6-carboxamide